C(C)C1=C(C=C(C(=O)O)C=C1)S(NC1=C(C=CC(=C1)C(F)(F)F)C=1SC(=CC1)F)(=O)=O 4-ethyl-3-(N-(2-(5-fluorothiophen-2-yl)-5-(trifluoromethyl)phenyl)sulfamoyl)benzoic Acid